ClC=1N=C(N(N1)C1=NC=CC=N1)C(C)NC(C1=CC(=CC(=C1)C(F)(F)F)C(F)(F)F)=O N-[1-(5-chloro-2-pyrimidin-2-yl-1,2,4-triazol-3-yl)ethyl]-3,5-bis(trifluoromethyl)benzamide